3-(2,4-difluorophenyl)-2-(3-(methoxycarbonyl)benzyl)-4,6-dihydropyrrolo[3,4-c]pyrazole-5(2H)-carboxylic acid tert-butyl ester C(C)(C)(C)OC(=O)N1CC2=NN(C(=C2C1)C1=C(C=C(C=C1)F)F)CC1=CC(=CC=C1)C(=O)OC